C(CCCCCCCCC)N1C(CCC1)=O 1-N-decyl-2-pyrrolidone